3-(2-(4-(tert-butyl)pyridin-2-yl)-1H-indol-5-yl)propanoic acid C(C)(C)(C)C1=CC(=NC=C1)C=1NC2=CC=C(C=C2C1)CCC(=O)O